C12CC3OC3CCCNC3=CC=CC(CC=CC=CCC(NCO1)C2)=C3 4,24-dioxa-9,22-diazatetracyclo[19.3.1.110,14.03,5]hexacosa-10,12,14(26),16,18-pentaen